OC1(CC1)C1=CC(=NO1)C(=O)OCC ethyl 5-(1-hydroxycyclopropyl)isoxazole-3-carboxylate